4-bromo-N-(2,2-dimethoxyethyl)-5-iodothiophene-3-carboxamide BrC=1C(=CSC1I)C(=O)NCC(OC)OC